FC1(CN(CCC1)C(=O)OC(C)(C)C)C(=O)NNC(C1=NC(=CC=C1)C(F)(F)F)=O tert-butyl 3-fluoro-3-(2-(6-(trifluoromethyl)picolinoyl)hydrazine-1-carbonyl)piperidine-1-carboxylate